ClC(CS(=O)(=O)[O-])CO.[Na+].C(C1=CC=CC=C1)(=O)C1=CC=C(C(=O)N[C@H]2[C@H](CCC2)C2=C(C(=O)N)C=CN=C2)C=C1 ((1R,2R)-2-(4-benzoylbenzamido)cyclopentyl)isonicotinamide sodium 2-chloro-3-hydroxypropanesulfonate